5-vinylquinuclidin-1-ium bromide [Br-].C(=C)C1C2CC[NH+](C1)CC2